6-(((4-((1-methylpiperidin-4-yl)oxy)phenyl)amino)methyl)isoquinolin-1-amine CN1CCC(CC1)OC1=CC=C(C=C1)NCC=1C=C2C=CN=C(C2=CC1)N